COC(=O)C=1C=CC(=C2C=NN(C12)CC1=CC=C(CB(O)O)C=C1)C#CC (4-((7-(methoxycarbonyl)-4-(propane-1-yn-1-yl)-1H-indazol-1-yl)methyl)benzyl)boronic acid